FC1=C(CCC=2C=C3N(C(N2)=O)C[C@@H]2N3COC2)C=CC(=C1)F (S)-6-(2,4-difluorophenethyl)-10,10a-dihydro-1H-oxazolo[3',4':3,4]imidazo[1,2-c]pyrimidin-8(3H)-one